3-(5-chloro-2,4-bis(4-(trifluoromethoxy)phenoxy)benzamido)pyridine 1-oxide ClC=1C(=CC(=C(C(=O)NC=2C=[N+](C=CC2)[O-])C1)OC1=CC=C(C=C1)OC(F)(F)F)OC1=CC=C(C=C1)OC(F)(F)F